BrC=1N=C(N2C1C(=CCC2)C)C2=NC(=NS2)C 1-Bromo-8-methyl-3-(3-methyl-1,2,4-thiadiazol-5-yl)-5,6-dihydroimidazo[1,5-a]pyridine